BrCC1=CC=CC(=N1)C(C#N)(C)C 2-(6-(bromomethyl)pyridin-2-yl)-2-methylpropanenitrile